The molecule is a cyclopentapyran that is 1,4a,5,6,7,7a-hexahydrocyclopenta[c]pyran-4-carboxylic acid substituted at positions 1 and 7 by beta-D-glucosyloxy and methyl groups respectively (the 1S,4aS,7S,7aR-diatereomer). It has a role as a plant metabolite. It is a beta-D-glucoside, a cyclopentapyran, a monoterpene glycoside, a monosaccharide derivative, an iridoid monoterpenoid and an alpha,beta-unsaturated monocarboxylic acid. It derives from a 7-deoxyloganetic acid. It is a conjugate acid of a 7-deoxyloganate. C[C@H]1CC[C@H]2[C@@H]1[C@@H](OC=C2C(=O)O)O[C@H]3[C@@H]([C@H]([C@@H]([C@H](O3)CO)O)O)O